OB1OC(C2=C1C(=CC=C2)C(=O)NC2CN(CC2NC(=O)C2=CC=CC1=C2B(OC1(C)C)O)C(CCC(=O)O)=O)(C)C 4-(3,4-bis(1-hydroxy-3,3-dimethyl-1,3-dihydrobenzo[c][1,2]oxaborole-7-carboxamido)pyrrolidin-1-yl)-4-oxobutanoic acid